(2-ethoxy-6-hydroxy-10-phenyl-[1,2,4]triazolo[5,1-a]isoquinoline-5-carbonyl)glycine C(C)OC1=NN2C(C3=C(C=CC=C3C(=C2C(=O)NCC(=O)O)O)C2=CC=CC=C2)=N1